(E)-1-(5,6-dimethoxyisoindolin-2-yl)-3-(2-(4-fluorophenyl)imidazo[1,2-b]pyridazin-3-yl)prop-2-en-1-one COC=1C=C2CN(CC2=CC1OC)C(\C=C\C1=C(N=C2N1N=CC=C2)C2=CC=C(C=C2)F)=O